N,N-diethyl-2-methoxy-N-methyl-ethyl-ammonium tetrafluoroborate F[B-](F)(F)F.C(C)[N+](C)(CC)CCOC